O=C(CC=O)C 3-OXO-BUTANAL